2-(4,4-difluoroazepan-1-yl)-4-methyl-N-(2-(methylsulfinyl)pyridin-4-yl)-5-(trifluoromethyl)nicotinamide FC1(CCN(CCC1)C1=C(C(=O)NC2=CC(=NC=C2)S(=O)C)C(=C(C=N1)C(F)(F)F)C)F